FC(C1=C(C=NN1)C(=O)O)F 5-(difluoromethyl)pyrazole-4-carboxylic acid